L-alanyl-L-alanyl-N1-{3-[{(1R)-1-[1-benzyl-4-(2,5-difluorophenyl)-1H-pyrrol-2-yl]-2,2-dimethylpropyl}(hydroxyacetyl)amino]propyl}-L-aspartamide N[C@@H](C)C(=O)N[C@@H](C)C(=O)N[C@@H](CC(=O)N)C(=O)NCCCN(C(CO)=O)[C@H](C(C)(C)C)C=1N(C=C(C1)C1=C(C=CC(=C1)F)F)CC1=CC=CC=C1